S(=O)(=O)([O-])[O-].P(=O)([O-])(O)O.[Na+].[Ca+2] calcium sodium phosphate sulfate